O1COC2=C1C=CC(=C2)C2=CC=C(C1=CC=CC=C21)OC2OC[C@H]([C@@H]([C@H]2O)OC)OC (3R,4R,5R)-2-(4-(benzo[d][1,3]dioxol-5-yl)naphthalen-1-yloxy)-4,5-dimethoxytetrahydro-2H-pyran-3-ol